COC=1C=CC=2CCN3N(C2C1)CC1=C3N=C3C(=C1C)N=CC=N3 2-methoxy-13-methyl-5,6-dihydro-14H-pyrazino[2'',3'':5',6']pyrido[2',3':3,4]pyrazolo[1,2-a]cinnoline